O([C@@H]1[C@@H](O)[C@@H](O)[C@H](O)[C@H](O1)CO)C1=C(C=C(C=C1)N1N=NC(=C1)C=1C=NC=CC1)C 2-methyl-4-[4-(pyridin-3-yl)-1H-1,2,3-triazol-1-yl]phenyl α-D-mannopyranoside